N[C@]1(CN(CC1)C1=C(C(=C(C=C1)F)CN1C[C@H](CC1)F)CN1C2=NC=NC(=C2N=C1)N)C(=O)NC1CC1 (R)-3-Amino-1-(2-((6-Amino-9H-purin-9-yl)methyl)-4-fluoro-3-(((S)-3-fluoropyrrolidin-1-yl)methyl)phenyl)-N-cyclopropylpyrrolidin-3-carboxamide